ethyl 3-((3-methoxy-6-neopentylnaphthalen-2-yl)thio)propanoate COC=1C(=CC2=CC=C(C=C2C1)CC(C)(C)C)SCCC(=O)OCC